BrC1=C(C(=CC(=C1)Cl)C(NC(C)C)=O)NC(=O)C1=CC(=NN1C1=NC=CC=C1Cl)OC1SOCC1 N-(2-bromo-4-chloro-6-(isopropylcarbamoyl)phenyl)-1-(3-chloropyridin-2-yl)-3-((1,1-dioxathiolan-3-yl)oxy)-1H-pyrazole-5-carboxamide